(o-cresolate) gallium [Ga+3].C=1(C(=CC=CC1O)C(=O)[O-])C.C=1(C(=CC=CC1O)C(=O)[O-])C.C=1(C(=CC=CC1O)C(=O)[O-])C